C(C)N(C(COC1=C(C=C(C=C1)CC(=O)OCCC)OC)=O)CC propyl {4-[2-(diethylamino)-2-oxoethoxy]-3-methoxyphenyl}acetate